monofluoroquinoxaline FC1=NC2=CC=CC=C2N=C1